6-chloro-3-(2-fluoro-3-(propylsulfonamido)benzyl)-4-methyl-2-oxo-2H-chromen-7-yl dimethylcarbamate CN(C(OC1=C(C=C2C(=C(C(OC2=C1)=O)CC1=C(C(=CC=C1)NS(=O)(=O)CCC)F)C)Cl)=O)C